ClC1=NC=C(C(=N1)NC1=CC=C(C=C1)NC(C)=O)Cl N-(4-((2,5-dichloropyrimidin-4-yl)amino)phenyl)acetamide